(3-chloro-4-(3-cyclopropylaminocarbonyl)aminophenoxy)-7-methoxyquinoline-8-d-6-formamide ClC=1C=C(OC2=NC3=C(C(=C(C=C3C=C2)C(=O)N)OC)[2H])C=CC1NC(=O)NC1CC1